((3-Fluoro-6-(methoxymethoxy)-8-(4,4,5,5-tetramethyl-1,3,2-dioxaborolan-2-yl)naphthalene-1-yl)ethynyl)triisopropylsilane FC=1C=C(C2=C(C=C(C=C2C1)OCOC)B1OC(C(O1)(C)C)(C)C)C#C[Si](C(C)C)(C(C)C)C(C)C